1-benzhydryl-N-(2-methoxy-6-methylpyridin-3-yl)-3-(2-(prop-1-en-2-yl)phenyl)azetidine-3-carboxamide C(C1=CC=CC=C1)(C1=CC=CC=C1)N1CC(C1)(C(=O)NC=1C(=NC(=CC1)C)OC)C1=C(C=CC=C1)C(=C)C